3-methoxy-N,N-bis(2-(2-(2-methoxyethoxy)ethoxy)ethyl)aniline COC=1C=C(N(CCOCCOCCOC)CCOCCOCCOC)C=CC1